(2S,4r)-1-[(2S)-2-[4-[(4-acetylphenoxy)methyl]triazol-1-yl]-3,3-dimethyl-butyryl]-4-hydroxy-N-methyl-pyrrolidine-2-carboxamide C(C)(=O)C1=CC=C(OCC=2N=NN(C2)[C@H](C(=O)N2[C@@H](C[C@H](C2)O)C(=O)NC)C(C)(C)C)C=C1